C(C)OC(C(C(C(=O)[O-])C(C)C)C(C)C)=O ethyl-2,3-diisopropylsuccinate